SCCCCCCCCCCCCCCCC(=O)O 16-sulfanylhexadecanoic acid